N-(6-(difluoromethyl)pyridin-3-yl)-2-(1-methyl-1H-imidazol-5-yl)pyrimidine-4-carboxamide FC(C1=CC=C(C=N1)NC(=O)C1=NC(=NC=C1)C1=CN=CN1C)F